N-(3-(4-chlorophenyl)pyridin-4-yl)-7-(cyclopropylsulfonylamino)quinazoline-2-carboxylic acid ClC1=CC=C(C=C1)C=1C=NC=CC1N1C(N=CC2=CC=C(C=C12)NS(=O)(=O)C1CC1)C(=O)O